N[C@@H](CO)C(=O)NCC(=O)N([C@@H](CS)C(=O)O)SC(C)(C)C N-seryl-glycyl-(S-t-butylthio)cysteine